CN1[C@H]2CC(C[C@@H]1CC2)C2=NN=C(O2)[C@@]21CN(C[C@]1(C2)C(F)(F)F)C2=C1C=CC=NC1=C(C=C2)C#N 5-((1S,5R)-1-(5-((1R,3S,5S)-8-methyl-8-azabicyclo[3.2.1]octan-3-yl)-1,3,4-oxadiazol-2-yl)-5-(trifluoromethyl)-3-azabicyclo[3.1.0]hexan-3-yl)quinoline-8-carbonitrile